COC=1C=C(C=CC1OC)C=1NC2=CC=C(C=C2C1C(C)C)C=1C=C(C=CC1)C(=O)N1CCN(CCC1)C (3-(2-(3,4-dimethoxyphenyl)-3-isopropyl-1H-indol-5-yl)phenyl)(4-methyl-1,4-diazepan-1-yl)methanone